S1C(=CC=C1)CNC1=C2C(=NC=C1)C=CS2 N-(thiophen-2-ylmethyl)thieno[3,2-b]pyridin-7-amine